2-2-Cyclopropoxy-6-fluoroaniline C1C(C1)OC1=C(N)C(=CC=C1)F